NC1=NC=C(C=C1OC(C)C1=C(C=CC(=C1)F)N1N=CC=C1CN1C=NC(=C1)C#N)Br 1-{[1-(2-{1-[(2-amino-5-bromopyridin-3-yl)oxy]ethyl}-4-fluorophenyl)-1H-pyrazol-5-yl]methyl}-1H-imidazole-4-carbonitrile